FC1=CC=C(C=C1)C(N1C[C@@H](N(C[C@H]1C)C1=CC(N(C=2C=CC(=NC12)C#N)C)=O)C)C1=NC(=NO1)C1=CC=C(C=C1)F 8-[(2s,5r)-4-[(4-fluorophenyl)[3-(4-fluorophenyl)-1,2,4-oxadiazol-5-yl]methyl]-2,5-dimethylpiperazin-1-yl]-5-methyl-6-oxo-5,6-dihydro-1,5-naphthyridine-2-carbonitrile